BrC1=CC(=C(CN(C(=O)[C@H]2CN(CCC2)C=2C=C(OC(C(=O)N3CCN(CC3)C(=O)OC(C)(C)C)(C)C)C=CC2)C2CC2)C=C1)Cl tert-butyl (R)-4-(2-(3-(3-((4-bromo-2-chlorobenzyl)(cyclopropyl)carbamoyl) piperidin-1-yl)phenoxy)-2-methylpropanoyl)piperazine-1-carboxylate